C1=CC=CC=2N(C3=C(C=CC21)C=CC=C3)C(=O)N3[C@@H]([C@H]2CC[C@@H](C3)N2C(C(C2=CC=CC=C2)C2=CC=CC=C2)=O)C(=O)O (1R,2S,5S)-3-(5H-dibenzo[b,f]azepine-5-carbonyl)-8-(2,2-diphenylacetyl)-3,8-diazabicyclo[3.2.1]octane-2-carboxylic acid